(2E)-2,6-nonadienal C(\C=C\CCC=CCC)=O